ClC=1C=C2C(=NC(=NC2=C(C1C1=CC=C(C2=C1N=C(S2)NC(OC(C)(C)C)=O)F)F)OC[C@]21CCCN1C[C@@H](C2)F)N2CC(CCCC2)=O tert-butyl (4-(6-chloro-8-fluoro-2-(((2R,7aS)-2-Fluorotetrahydro-1H-pyrrolizin-7a(5H)-yl)methoxy)-4-(3-oxoazepan-1-yl)quinazolin-7-yl)-7-fluorobenzo[d]thiazol-2-yl)carbamate